NC1=C(N(C(C=2C=CC=C(C12)C=O)=O)CC1=CC=C(C=C1)OC)C1=C(C=CC(=C1)F)Cl 4-Amino-3-(2-chloro-5-fluorophenyl)-2-(4-methoxybenzyl)-1-oxoisoquinoline-5-carbaldehyde